4-fluoro-5-((4-methoxybenzyl)thio)-1,3-dimethylpyridin-2(1H)-one FC1=C(C(N(C=C1SCC1=CC=C(C=C1)OC)C)=O)C